(4-methoxyphenyl)diphenylsulfonium COC1=CC=C(C=C1)[S+](C1=CC=CC=C1)C1=CC=CC=C1